5-Amino-6-(4-cyano-2-methoxyphenoxy)-5-(3-hydroxy-2,6-dimethylphenyl)nicotinamide glyoxylate C(C=O)(=O)O.NC1(C(N=CC(C(=O)N)=C1)OC1=C(C=C(C=C1)C#N)OC)C1=C(C(=CC=C1C)O)C